C(C1=CC=CC=C1)(=O)OC=1C(=NC=CC1OC)C(N[C@@H](C)C1=NC(=NO1)C1=CC=CC=C1)=O (S)-4-methoxy-2-((1-(3-phenyl-1,2,4-oxadiazol-5-yl)ethyl)carbamoyl)pyridin-3-yl benzoate